N1(N=NN=C1)C=1C=C(C=NC1)C=1C=C2C(=NC=NC2=CC1)NC1=CC(=CC=C1)Cl 6-(5-(1H-tetrazol-1-yl)pyridin-3-yl)-N-(3-chlorophenyl)quinazolin-4-amine